C(=O)(O)[C@H](CCC(NCCOCCOCC(NCCOCCOCC(NCCNC(CBr)=O)=O)=O)=O)NC(=O)CCCCCCCCCCCCCCCCCCC(=O)O 19-{(S)-1-Carboxy-3-[2-(2-{[2-(2-{[2-(2-bromoacetylamino)ethylcarbamoyl]methoxy}-ethoxy)ethylcarbamoyl]methoxy}ethoxy)ethylcarbamoyl]propylcarbamoyl}nonadecanoic acid